2-(3,4-bis(benzyloxy)phenyl)-6-bromo-4H-chromen-4-one C(C1=CC=CC=C1)OC=1C=C(C=CC1OCC1=CC=CC=C1)C=1OC2=CC=C(C=C2C(C1)=O)Br